ClC1=NC(=C(C(=N1)Cl)Cl)C 2,4,5-trichloro-6-methyl-pyrimidine